FC(OC1=CC=C(C=C1)C1=C(N(C=2N=CN=C(C21)N)C)C2=CCC1(CCNCC1)CC2)F 5-(4-(difluoromethoxy)phenyl)-7-methyl-6-(3-azaspiro-[5.5]undec-8-en-9-yl)-7H-pyrrolo[2,3-d]pyrimidin-4-amine